C(CC(O)(C(=O)OCCCC)CC(=O)OCCCC)(=O)OCCCC Trin-butyl citrate